2-((2-(3-(tert-Butyl)phenyl)-1H-indol-5-yl)thio)acetic acid C(C)(C)(C)C=1C=C(C=CC1)C=1NC2=CC=C(C=C2C1)SCC(=O)O